C1(=CC=C(C=C1)C(C)(C)C1=CC(=C(N(CC2CO2)CC2CO2)C(=C1)C)C)C(C)(C)C1=CC(=C(N(CC2CO2)CC2CO2)C(=C1)C)C 4,4'-[1,4-phenylenebis(dimethylmethylene)]bis(N,N-bisglycidyl-2,6-dimethylaniline)